(3R)-3-(2-chlorothiazol-5-yl)-6-(3,5-dichlorophenyl)-8-methyl-5-oxo-2,3-dihydro-thiazolo[3,2-a]pyrimidin-8-ium-7-olate ClC=1SC(=CN1)[C@H]1CSC=2N1C(C(=C([N+]2C)[O-])C2=CC(=CC(=C2)Cl)Cl)=O